6-chloro-2-((4-(pyrrolidin-1-yl)pentyl)thio)-1,4-dihydroquinazoline dihydrochloride Cl.Cl.ClC=1C=C2CN=C(NC2=CC1)SCCCC(C)N1CCCC1